(2-methoxyphenyl)-2-(4-(trifluoromethyl)phenyl)Azole-4-carboxylic acid ethyl ester C(C)OC(=O)C=1C(=C(NC1)C1=CC=C(C=C1)C(F)(F)F)C1=C(C=CC=C1)OC